CC1(C(CCCC1)CNC(=O)C=1C=C(C=NC1OC)C1=CC=C2C(=NNC2=C1)C(=O)NC)C 6-(5-{[(2,2-dimethylcyclohexyl)methyl]carbamoyl}-6-methoxypyridin-3-yl)-N-methyl-1H-indazole-3-carboxamide